2-(methoxymethyl)acrylic acid ethyl ester C(C)OC(C(=C)COC)=O